rac-4-(1-hydroxy-2-((3aR,5r,6aS)-5-(4-methoxyphenoxy)hexahydrocyclopenta[c]pyrrol-2(1H)-yl)ethyl)phenol OC(CN1C[C@@H]2[C@H](C1)CC(C2)OC2=CC=C(C=C2)OC)C2=CC=C(C=C2)O